N2-(3-(1-Isopropyl-2,3-dihydro-1H-pyrrolo[2,3-c]pyridin-5-yl)-1,2,4-thiadiazol-5-yl)-N-methyl-3-(trifluoromethyl)pyridine-2,5-diamine C(C)(C)N1CCC=2C1=CN=C(C2)C2=NSC(=N2)N(C2=NC=C(C=C2C(F)(F)F)N)C